C1(CCC1)SC1=NC=CC=C1C1=CC(=C(C(=C1)F)OCCCC1=NN=NN1)F 2-Cyclobutylsulfanyl-3-{3,5-difluoro-4-[3-(1H-tetrazol-5-yl)propoxy]phenyl}pyridine